(4S,5R)-4-methyl-3-(3-naphthalen-1-ylpropanoyl)-5-[3-(trifluoromethoxy)phenyl]-1,3-oxazolidin-2-one C[C@@H]1N(C(O[C@@H]1C1=CC(=CC=C1)OC(F)(F)F)=O)C(CCC1=CC=CC2=CC=CC=C12)=O